O=C1NC(CCC1N1C(N(C2=C1C=CC=C2C2CCN(CC2)C(=O)OC(C)(C)C)C)=O)=O tert-butyl 4-[1-(2,6-dioxo-3-piperidyl)-3-methyl-2-oxo-benzimidazol-4-yl]piperidine-1-carboxylate